B([O-])([O-])[O-].[Li+].C(C(=O)F)(=O)F.[Li+].[Li+] Difluorooxalic acid lithium borate